ClC=1C=C(C(=NC1)NC(OC1CC1)=O)C(N[C@H](C(C(=O)NC)=O)C[C@H]1C(N[C@@H](C1)C)=O)=O cyclopropyl N-[5-chloro-3-[[(1S)-3-(methylamino)-1-[[(3S,5R)-5-methyl-2-oxo-pyrrolidin-3-yl]methyl]-2,3-dioxo-propyl]carbamoyl]-2-pyridyl]carbamate